C(C)OC(=O)C=1C2=C(N=CC1)NN=C2I 3-iodo-1H-pyrazolo[3,4-b]pyridine-4-carboxylic acid ethyl ester